2-(3,8-diphenylmethyl-3,8-diazabicyclo[3.2.1]octan-1-yl)acetonitrile C1(=CC=CC=C1)CN1CC2(CCC(C1)N2CC2=CC=CC=C2)CC#N